2-(4-amino-8-(3-hydroxy-2,6-dimethylphenyl)pyrido[3,4-d]pyrimidin-6-yl)-1-morpholinoethan-1-one NC=1C2=C(N=CN1)C(=NC(=C2)CC(=O)N2CCOCC2)C2=C(C(=CC=C2C)O)C